C(C)(C)(C)C1=NOC(=N1)C(=O)N[C@H](C)C1=C(C=C(C=C1)C1=CC(=NC=N1)NC1=CC=C(C(=N1)CC)N1CCN(CC1)C(=O)OC(C)(C)C)C tert-butyl (R)-4-(6-((6-(4-(1-(3-(tert-butyl)-1,2,4-oxadiazole-5-carboxamido)ethyl)-3-methylphenyl)pyrimidin-4-yl)amino)-2-ethylpyridin-3-yl)piperazine-1-carboxylate